CC=1CC2C(C3=CC=CC=C3C(C2CC1C)=O)=O 2,3-dimethyl-1,4,4a,9a-tetrahydroanthraquinone